C(#N)C=1C=C(C=CC1)C=1N=C(SC1C1=CC(=NC(=C1)C)C)NC(=O)N1CC=2N(CC1)C=CN2 N-[4-(3-cyanophenyl)-5-(2,6-dimethyl-4-pyridyl)thiazol-2-yl]-6,8-dihydro-5H-imidazo[1,2-a]pyrazine-7-carboxamide